3-((3-(Bis(4-methoxyphenyl)(phenyl)methoxy)propyl)disulfanyl)-3-methylbutyl(2-cyanoethyl)diisopropylphosphoramidite COC1=CC=C(C=C1)C(OCCCSSC(CCOP([O-])N(C(C)(C)CCC#N)C(C)C)(C)C)(C1=CC=CC=C1)C1=CC=C(C=C1)OC